tert-butyl (2R,3S)-3-tert-butyl-2-[[tert-butyl(diphenyl)silyl]oxymethyl]-5-hydroxy-pyrrolidine-1-carboxylate C(C)(C)(C)[C@H]1[C@@H](N(C(C1)O)C(=O)OC(C)(C)C)CO[Si](C1=CC=CC=C1)(C1=CC=CC=C1)C(C)(C)C